Oleoyl-Sarcosine C(CCCCCCC\C=C/CCCCCCCC)(=O)N(C)CC(=O)O